2-((S)-4-(7-(7,8-difluoronaphthalen-1-yl)-8-fluoro-2-(((2R,7aS)-2-fluorotetrahydro-1H-pyrrolizin-7a(5H)-yl)methoxy)pyrido[4,3-d]pyrimidin-4-yl)piperazin-2-yl)acetonitrile FC1=CC=C2C=CC=C(C2=C1F)C1=C(C=2N=C(N=C(C2C=N1)N1C[C@@H](NCC1)CC#N)OC[C@]12CCCN2C[C@@H](C1)F)F